2-(2-amino-3-methylbutanamido)ethyl (4-((1E,3E)-4-(3,5-dimethoxyphenyl) buta-1,3-dien-1-yl)phenyl) carbonate Hydrochloride Cl.C(OCCNC(C(C(C)C)N)=O)(OC1=CC=C(C=C1)\C=C\C=C\C1=CC(=CC(=C1)OC)OC)=O